[Cl-].[Cl-].C1(=CC=CC=C1)C(C1=CC=CC=C1)=[Zr+2](C1=C(C=CC=2C3=CC=C(C=C3CC12)C(C)(C)C)C(C)(C)C)C1C=CC=C1 diphenylmethylene(cyclopentadienyl)(2,7-di-tertButyl-fluorenyl)zirconium dichloride